C12(CCC3=CC=C(C=C13)S(=O)(=O)O)CCCCC2 2',3'-dihydrospiro[cyclohexane-1,1'-indene]-6'-sulfonic acid